C(C)(C)(C)OC(=O)N1CCC(CC1)C1=C(C=C(C=C1)NC=1N=C(N=NC1C(N)=O)O)F 4-(4-((6-carbamoyl-3-hydroxyl-1,2,4-Triazin-5-yl)amino)-2-fluorophenyl)piperidine-1-carboxylic acid tert-butyl ester